(S*)-(7-(trifluoromethyl)chroman-4-yl)methanesulfonamide FC(C1=CC=C2[C@H](CCOC2=C1)CS(=O)(=O)N)(F)F |o1:6|